4-hydroxy-5-nitrobenzenesulfonic acid OC1=CC=C(C=C1[N+](=O)[O-])S(=O)(=O)O